4-(((Z)-3-cyclopropyl-4-oxo-5-((Z)-2-oxoindoline-3-ylidene)thiazolidin-2-ylidene)amino)benzenesulfonamide C1(CC1)N1/C(/S\C(\C1=O)=C\1/C(NC2=CC=CC=C12)=O)=N/C1=CC=C(C=C1)S(=O)(=O)N